O[C@@H]1C[C@H](N(C1)C([C@H](C(C)(C)C)N1N=NC(=C1)C=1C=NC=C(C1)OC)=O)C(=O)NC (2S,4R)-4-hydroxy-1-[(2S)-2-[4-(5-methoxy-3-pyridyl)triazol-1-yl]-3,3-dimethyl-butanoyl]-N-methyl-pyrrolidine-2-carboxamide